6-(5-((Z)-((1S,4S,5R)-4-fluoro-1-methyl-8-azabicyclo[3.2.1]octan-3-ylidene)methyl)pyrazin-2-yl)isoquinolin-7-ol F[C@H]1\C(\C[C@@]2(CC[C@H]1N2)C)=C/C=2N=CC(=NC2)C=2C=C1C=CN=CC1=CC2O